F[C@H]1[C@@]2(CCC[C@H](C[C@H]1OC1=CC=C(N=N1)C1=C(C=C(C=C1)N1N=CC(=N1)C)O)N2C)C 2-(6-(((1S,2S,3R,5R)-2-fluoro-1,9-dimethyl-9-azabicyclo[3.3.1]nonan-3-yl)oxy)pyridazin-3-yl)-5-(4-methyl-2H-1,2,3-triazol-2-yl)phenol